(±)-5-[(2-pentyl-2-cyclopenten-1-yl)oxy]pentanal C(CCCC)C=1[C@@H](CCC1)OCCCCC=O |r|